non-2-yn-1-one C(C#CCCCCCC)=O